5-fluoro-N-methyl-2-nitropyridin-3-amine FC=1C=C(C(=NC1)[N+](=O)[O-])NC